(R)-5-(N-(1-(1-(naphthalen-1-yl)ethyl)piperidin-4-yl)methylsulfonamido)-N-(prop-2-yn-1-yl)pentanamide C1(=CC=CC2=CC=CC=C12)[C@@H](C)N1CCC(CC1)N(S(=O)(=O)C)CCCCC(=O)NCC#C